CC1=C(C=C(C=C1)C)N1CCNCC1 1-(2,5-dimethylphenyl)piperazine